C1(CCC1)C=1N(C(C2=C(NC3=CC(=CN=C3C2=O)CC=O)N1)=O)C1=CC=CC=C1 2-(2-cyclobutyl-4,5-dioxo-3-phenyl-3,4,5,10-tetrahydropyrimido[4,5-b][1,5]naphthyridin-8-yl)acetaldehyde